N1=CC=C(C=C1)OB(O)O pyridine-4-yl-boric acid